ClC=1C=C2C(=CN=C(C2=CN1)O[C@@H]1C[C@@H](C1)S(=O)(=O)CC)[C@@H](CCC)N[S@@](=O)C(C)(C)C (S)-N-((R)-1-(6-chloro-1-(cis-3-(ethylsulfonyl)cyclobutoxy)-2,7-naphthyridin-4-yl)butyl)-2-methylpropane-2-sulfinamide